N-(5-cyanopyridin-2-yl)-2-oxo-1-[2-(2,2,2-trifluoroethoxy)phenyl]-1,2-dihydropyridine-3-carboxamide C(#N)C=1C=CC(=NC1)NC(=O)C=1C(N(C=CC1)C1=C(C=CC=C1)OCC(F)(F)F)=O